COC(=O)C1=CN(C(=C1)F)C[C@H](C)NC(=O)OC(C)(C)C (S)-1-(2-((tert-butoxycarbonyl)amino)propyl)-5-fluoro-1H-pyrrole-3-carboxylic acid methyl ester